ClC=1C=NN(C1C(=O)NC1=NC=C(C=C1C)C=1C=NN(C1)C1=CC=C(C=C1)F)C[C@H]1COCC1 (S)-4-chloro-N-(5-(1-(4-fluorophenyl)-1H-pyrazol-4-yl)-3-methylpyridin-2-yl)-1-((tetrahydrofuran-3-yl)methyl)-1H-pyrazole-5-carboxamide